NCCC1=CC=C(C=C1)C1=C(C=C(C=N1)C#N)OC=1N(N=C(C1)C1=NC=CC=C1)C 6-[4-(2-aminoethyl)phenyl]-5-(2-methyl-5-pyridin-2-ylpyrazol-3-yl)oxypyridine-3-carbonitrile